Ethyl (E)-(4-methylpent-2-enoyl)-L-methioninate CC(/C=C/C(=O)N[C@@H](CCSC)C(=O)OCC)C